lithium (2,4,6-trimethylbenzoyl) phosphate P(=O)(OC(C1=C(C=C(C=C1C)C)C)=O)([O-])[O-].[Li+].[Li+]